CC[C@@H]([C@@H](C)O)O (3S,4R)-pentane-3,4-diol